2,4-difluoro-N-hydroxybenzoamide FC1=C(C(=O)NO)C=CC(=C1)F